dihydro-1H-tetracen C1CCCC2=CC3=CC4=CC=CC=C4C=C3C=C12